C(C)(C)(CC)OOC(=O)OCCOCC(CC)(COCCOC(=O)OOC(C)(C)CC)COCCOC(=O)OOC(C)(C)CC 1,1,1-tris[2-(t-amylperoxy-carbonyloxy)ethoxymethyl]propane